FC1(CCC2=C(C=CC=C12)[C@@H](C)NC(=O)C1=CC(=C(C2=CNN=C12)OC)C1=CN=CN1)F N-[(1R)-1-(1,1-difluoro-2,3-dihydro-1H-inden-4-yl)ethyl]-5-(1H-imidazol-5-yl)-4-methoxy-2H-indazole-7-carboxamide